tert-Butyl N-[(3R,4S)-3-fluoro-1-{5-methyl-1H-pyrazolo[3,4-b]pyrazin-6-yl}piperidin-4-yl]carbamate F[C@@H]1CN(CC[C@@H]1NC(OC(C)(C)C)=O)C1=C(N=C2C(=N1)NN=C2)C